[Cl-].C(=C)N1CN(C=C1)CC 1-vinyl-3-ethylimidazole chloride salt